2-(ethylsulfanyl)-1-(4-methyl-5-(nonafluorobutyl)-4H-1,2,4-triazol-3-yl)ethan-1-one C(C)SCC(=O)C1=NN=C(N1C)C(C(C(C(F)(F)F)(F)F)(F)F)(F)F